C(C)(=O)NC1=CC=C(C=C1)B1OC(C(O1)(C)C)(C)C N-acetyl-4-(4,4,5,5-tetramethyl-1,3,2-dioxaborolan-2-yl)aniline